CS(=O)(=O)C1(CC1)C1=CC(=NC(=C1)N1[C@@H](COCC1)C)NC1=CC(=NN1C(=O)OC(C)(C)C)C tert-butyl 5-{[4-(1-methanesulfonylcyclopropyl)-6-[(3R)-3-methyl morpholin-4-yl] pyridin-2-yl] amino}-3-methyl-1H-pyrazole-1-carboxylate